2-chloro-2,2-difluoro-N-(9-oxo-2-(trifluoromethyl)-9H-indeno[2,1-d]pyrimidin-7-yl)acetamide ClC(C(=O)NC1=CC=2C(C=3N=C(N=CC3C2C=C1)C(F)(F)F)=O)(F)F